OC1=CC=CC2=CC=CC(=C12)O 1,8-Dihydroxy-naphthalin